2-((6-((3-iodobenzyl)amino)-9H-purin-9-yl)methyl)tetrahydrothiophene-3,4-diol IC=1C=C(CNC2=C3N=CN(C3=NC=N2)CC2SCC(C2O)O)C=CC1